FC=1C=C(C=CC1F)NC(=O)C1=C(C(=C(N1C)C)C(C(=O)O)=O)C 2-(5-((3,4-Difluorophenyl)carbamoyl)-1,2,4-trimethyl-1H-pyrrol-3-yl)-2-oxoacetic acid